IC1=CC=C(C=NC2=CC=C(C=C2)C)C=C1 N-(4-iodobenzylidene)-4-methylaniline